C(C)(=O)N1CCN(CC1)CC1=CC=C(C=C1)C1=CC(=C(C=C1)NC=1N=C(C2=C(N1)NC=C2C#N)NC2CCCCC2)OC 2-((4'-((4-acetylpiperazin-1-yl)methyl)-3-methoxy-[1,1'-biphenyl]-4-yl)amino)-4-(cyclohexylamino)-7H-pyrrolo[2,3-d]pyrimidine-5-carbonitrile